(5-chloro-1-methyl-1H-indol-2-yl)(4-(thiazole-2-carbonyl)piperidin-1-yl)methanone tert-butyl-(R)-2-(hydroxymethyl)piperazine-1-carboxylate C(C)(C)(C)OC(=O)N1[C@H](CNCC1)CO.ClC=1C=C2C=C(N(C2=CC1)C)C(=O)N1CCC(CC1)C(=O)C=1SC=CN1